(3R,6R)-7-(difluoromethoxy)-2-(methyl-d3)-1-oxo-1,2,3,6-tetrahydro-3,6-methanobenzo[c]azocin-5-yl trifluoromethanesulfonate FC(S(=O)(=O)OC=1[C@H]2C3=C(C(N([C@@H](C1)C2)C([2H])([2H])[2H])=O)C=CC=C3OC(F)F)(F)F